C(C1=CC=CC=C1)(=O)C(OC1C=2CCCCC2C=2CCCCC12)C(C1=CC=CC=C1)=O 9-dibenzoylmethoxy-1,2,3,4,5,6,7,8-octahydrofluorene